FC(C(F)(F)F)(C(C(=O)[O-])=C)C(C(C(C(C(C(F)(F)F)(F)F)(F)F)(F)F)(F)F)(F)F 2-(perfluorohexyl ethyl)acrylate